Cl.O=C1C(O)=C(O)[C@H](O1)[C@@H](O)CO ascorbic acid, hydrochloride